4-(2-((4-(4-methylpiperazin-1-yl)phenyl)amino)-2-oxoethyl)pyrrolidine-2-carboxylic acid CN1CCN(CC1)C1=CC=C(C=C1)NC(CC1CC(NC1)C(=O)O)=O